5-(4-(2-(4,6-diphenyl-1,3,5-triazin-2-yl)phenyl)-3,5,6-tris(4-(3-methyl-9H-carbazol-9-yl)phenyl)pyridin-2-yl)-5H-pyrido[3,2-b]indole C1(=CC=CC=C1)C1=NC(=NC(=N1)C1=CC=CC=C1)C1=C(C=CC=C1)C1=C(C(=NC(=C1C1=CC=C(C=C1)N1C2=CC=CC=C2C=2C=C(C=CC12)C)C1=CC=C(C=C1)N1C2=CC=CC=C2C=2C=C(C=CC12)C)N1C2=C(C=3C=CC=CC13)N=CC=C2)C2=CC=C(C=C2)N2C1=CC=CC=C1C=1C=C(C=CC21)C